N-(4-((2S,5R)-4-acryloyl-2,5-dimethylpiperazin-1-yl)-6-chloro-8-fluoro-7-(5-methyl-1H-indazol-4-yl)quinazolin-2-yl)methanesulfonamide C(C=C)(=O)N1C[C@@H](N(C[C@H]1C)C1=NC(=NC2=C(C(=C(C=C12)Cl)C1=C2C=NNC2=CC=C1C)F)NS(=O)(=O)C)C